(3S)-3-(5-((7-((1-((3r,5r,7r)-adamantan-1-yl)ethyl)amino)heptyl)amino)-4-oxo-2-(trifluoromethyl)quinazolin-3(4H)-yl)piperidine-2,6-dione C12(CC3CC(CC(C1)C3)C2)C(C)NCCCCCCCNC2=C3C(N(C(=NC3=CC=C2)C(F)(F)F)[C@@H]2C(NC(CC2)=O)=O)=O